FC1=C(C=C(C=C1)C(C)N1C(C2=CC=CC(=C2CC1)C=1C(=NN(C1)C)C(F)(F)F)=O)C 2-(1-(4-fluoro-3-methylphenyl)ethyl)-5-(1-methyl-3-(trifluoromethyl)-1H-pyrazol-4-yl)-3,4-dihydroisoquinolin-1(2H)-one